3,4,5-tribromo-1-{2-[2-(2-methoxyethoxy)ethoxy]ethyl}pyrazole BrC1=NN(C(=C1Br)Br)CCOCCOCCOC